3-methoxy-4-methylbenzene COC=1C=CC=CC1C